P(=O)(O)(O)O[C@H]1[C@@](O[C@@H](C1)CO)(N1C(=O)NC(=O)C=C1)F fluoro-3'-deoxyuridine-2'-phosphate